FC(COC=1C(=NC=C(C1)C)OC1=CC2=C(C=N1)N=C(N2C)C(=O)NC2(CCS(CC2)(=O)=O)C)F 6-[[3-(2,2-difluoroethoxy)-5-methyl-2-pyridyl]oxy]-1-methyl-N-(4-methyl-1,1-dioxo-thian-4-yl)imidazo[4,5-c]pyridine-2-carboxamide